FC=1C(=CC2=C(OCO2)C1)CCN1[C@@H]([C@H]([C@@H]([C@H](C1)O)O)O)CF (2S,3R,4R,5S)-1-(2-(6-fluorobenzo[d][1,3]dioxol-5-yl)ethyl)-2-(fluoromethyl)piperidine-3,4,5-triol